CC(C)(S(=O)(=O)C)C1=NN=C(O1)C=1C=CC2=C(NC(CCS2(=O)=O)=O)C1 7-[5-(1-methyl-1-methylsulfonyl-ethyl)-1,3,4-oxadiazol-2-yl]-1,1-dioxo-2,3-dihydro-1λ6,5-benzothiazepine-4-One